5-(2-methylbenzo[d]thiazol-6-yl)-N-(cis-4-(trifluoromethoxy)cyclohexyl)-7H-pyrrolo[2,3-d]pyrimidin-2-amine CC=1SC2=C(N1)C=CC(=C2)C2=CNC=1N=C(N=CC12)N[C@@H]1CC[C@@H](CC1)OC(F)(F)F